3-(4,4-difluorocyclohexyl)-6,7-difluoro-3-(3-fluoro-4-hydroxyphenyl)indolin-2-one FC1(CCC(CC1)C1(C(NC2=C(C(=CC=C12)F)F)=O)C1=CC(=C(C=C1)O)F)F